C[C@@H]1OC2=C(C(N(C1)CC1=NC=CC(=C1)C)=O)C=C(C=C2C=2C(=NN(C2)C)C(F)(F)F)CN2C(=NC=C2)C (S)-2-Methyl-7-((2-methyl-1H-imidazol-1-yl)methyl)-9-(1-methyl-3-(trifluoromethyl)-1H-pyrazol-4-yl)-4-((4-methylpyridin-2-yl)methyl)-3,4-dihydrobenzo[f][1,4]oxazepin-5(2H)-one